FC1=CC=2C(C3=CC=CC=C3C2C=C1)(C1=CC=C(C=C1)N)C1=CC=C(C=C1)N 2-fluoro-9,9-bis(4-aminophenyl)fluorene